[Cl-].C[N+](CCCCCCCCCCCCCCCCCC)(CCCCCCCCCCCCCCCCCC)C Dimethyl-Distearyl-Ammonium Chloride